ethyl trans-7-hydroxy-5-phenyl-6,7-dihydro-5H-pyrrolo[1,2-b][1,2,4]triazole-2-carboxylate O[C@@H]1C[C@H](N2N=C(N=C21)C(=O)OCC)C2=CC=CC=C2